6-fluoro-7-(8-methyl-2,3-dihydro-1H-pyrido[2,3-b][1,4]oxazin-7-yl)quinazolin FC=1C=C2C=NC=NC2=CC1C1=C(C2=C(OCCN2)N=C1)C